N-[(2R)-1-[(7-amino-3-methyl-1,2,3-benzotriazol-5-yl)methoxy]propan-2-yl]-6-chloro-2-methylimidazo[1,2-a]pyridine-3-carboxamide NC1=CC(=CC2=C1N=NN2C)COC[C@@H](C)NC(=O)C2=C(N=C1N2C=C(C=C1)Cl)C